N-(1-methyl-1H-pyrazolo[3,4-b]pyridin-6-yl)acetamide CN1N=CC=2C1=NC(=CC2)NC(C)=O